NitroSodium nitrate [N+](=O)(O)[O-].[N+](=O)([O-])[Na]